isophthalamid C(C1=CC(C(=O)N)=CC=C1)(=O)N